4,5-dichloro-2-methyl-4-isothiazolin ClC=1CN(SC1Cl)C